N-(2-(4-(1-methyl-2-oxo-1,2,3,4-tetrahydroquinolin-6-yl)-5,6,7,8-tetrahydroisoquinoline-8-carbonyl)-2-azaspiro[3.5]non-7-yl)acetamide CN1C(CCC2=CC(=CC=C12)C1=CN=CC=2C(CCCC12)C(=O)N1CC2(C1)CCC(CC2)NC(C)=O)=O